NC1=NC(=CC(=N1)N1CCC2(CC(NC2)C(=O)O)CC1)O[C@@H](C(F)(F)F)C1=C(C=C(C=C1)Cl)C1=CC(=CC=C1)[N+](=O)[O-] 8-(2-amino-6-((R)-1-(5-chloro-3'-nitro-[1,1'-biphenyl]-2-yl)-2,2,2-trifluoroethoxy)pyrimidin-4-yl)-2,8-diazaspiro[4.5]decane-3-carboxylic acid